C(C)C=1C=C(C=CC1)C=1C=C2CC(C(C2=CC1F)NC(O[C@@H]1CN2CCC1CC2)=O)(C)C (S)-quinuclidin-3-yl (5-(3-ethylphenyl)-6-fluoro-2,2-dimethyl-2,3-dihydro-1H-inden-1-yl)carbamat